ClC(C1=NC(=NO1)C1=CC=C(C=C1)P(NC1=CC(=CC=C1)Cl)(=O)C)(F)F P-(4-(5-(chlorodifluoromethyl)-1,2,4-oxadiazol-3-yl)phenyl)-N-(3-chlorophenyl)-P-methylphosphinic amide